glutaric acid monomenthyl ester C1(CC(C(CC1)C(C)C)OC(CCCC(=O)O)=O)C